(R)-3-((3-bromophenyl)(2-oxaspiro[3.3]heptan-6-yl)methyl)-4-methyl-4H-1,2,4-triazole BrC=1C=C(C=CC1)[C@H](C1=NN=CN1C)C1CC2(COC2)C1